tert-butyl(2-((1-(7-methyl-2-morpholino-4-oxo-4H-pyrido[1,2-a]pyrimidin-9-yl)ethyl)(phenyl)amino)ethyl)carbamate C(C)(C)(C)OC(NCCN(C1=CC=CC=C1)C(C)C1=CC(=CN2C1=NC(=CC2=O)N2CCOCC2)C)=O